ClC=1C=C(C=CC1C(C)C)NC(C(CCC)C)=O N-[3-chloro-4-(1-methyl-ethyl)-phenyl]-2-methylpentanamide